FC1=C(C=CC(=N1)NC(OC(C)(C)C)=O)C(NO)=N 2-methyl-2-propanyl [6-fluoro-5-(N-hydroxycarbamimidoyl)-2-pyridinyl]carbamate